(methyl-d3)-1H-pyrazol C([2H])([2H])([2H])N1N=CC=C1